2-[4-[3-[2-(dimethylamino)ethoxy]-4-ethyl-N-methylanilino]phenoxy]pyrido[3,4-d]pyrimidin-4-ol CN(CCOC=1C=C(N(C)C2=CC=C(OC=3N=C(C4=C(N3)C=NC=C4)O)C=C2)C=CC1CC)C